oleamidopropyl-dimethylammonium chloride [Cl-].C(CCCCCCC\C=C/CCCCCCCC)(=O)NCCC[NH+](C)C